C(C)(C)(C)N1N=CC(=C1C(=O)NOCC1=CC=C(C=C1)C)OC1=CC=CC=C1 1-(tert-butyl)-N-((4-methylbenzyl)oxy)-4-phenoxy-1H-pyrazole-5-carboxamide